4-(3-(2,4-Dioxotetrahydropyrimidin-1(2H)-yl)-5-fluoro-1-methyl-1H-indazol-6-yl)piperazine-1-carboxylic acid tert-butyl ester C(C)(C)(C)OC(=O)N1CCN(CC1)C1=C(C=C2C(=NN(C2=C1)C)N1C(NC(CC1)=O)=O)F